tetrahydro-2H-1,4-thiazine S1CCNCC1